tert-butyl {2-bromo-5,8-dioxo-6-[(3R)-oxolan-3-yl]-5,6,7,8-tetrahydro-4H-pyrazolo[1,5-a]pyrrolo[3,4-d]pyrimidin-4-yl}acetate BrC1=NN2C(N(C3=C(C2=O)CN(C3=O)[C@H]3COCC3)CC(=O)OC(C)(C)C)=C1